FC=1C=C2C(=NC=NC2=CC1)N1CC(CCC1)NS(=O)(=O)C N-(1-(6-FLUOROQUINAZOLIN-4-YL)PIPERIDIN-3-YL)METHANESULFONAMIDE